N-(4-(4-((1R,5S)-3-oxa-8-azabicyclo[3.2.1]octan-8-yl)-7H-pyrrolo[2,3-d]pyrimidin-6-yl)phenyl)-2-((R)-3-aminopiperidin-1-yl)pyrimidin-5-amine [C@H]12COC[C@H](CC1)N2C=2C1=C(N=CN2)NC(=C1)C1=CC=C(C=C1)NC=1C=NC(=NC1)N1C[C@@H](CCC1)N